(R)-4-(3-((cyclopropylmethyl)amino)piperidin-1-yl)-1-((4-(6-(pyrrolidin-1-yl)pyrazin-2-yl)-1H-1,2,3-triazol-1-yl)methyl)pyridin-2(1H)-one C1(CC1)CN[C@H]1CN(CCC1)C1=CC(N(C=C1)CN1N=NC(=C1)C1=NC(=CN=C1)N1CCCC1)=O